OC[C@@H]1OCCS1 (2R,5S)-2-(hydroxymethyl)-1,3-oxathiolan